5-(tert-butyl)-N-(2,3-difluoro-4-(6-(1-methyl-1H-pyrazol-4-yl)pyrazolo[1,5-a]pyrazin-4-yl)benzyl)-1,2,4-oxadiazole-3-carboxamide C(C)(C)(C)C1=NC(=NO1)C(=O)NCC1=C(C(=C(C=C1)C=1C=2N(C=C(N1)C=1C=NN(C1)C)N=CC2)F)F